C(C)(C)(C)OC(=O)NCC1(CCN(CC1)C=1N=CC(=NC1)SC=1C(=C(C=CC1)NC1CCN(CC1)C(=O)OCC1C2=CC=CC=C2C=2C=CC=CC12)Cl)C (9H-Fluoren-9-yl)methyl 4-((3-((5-(4-(((tert-butoxycarbonyl)amino)methyl)-4-methylpiperidin-1-yl)pyrazin-2-yl)thio)-2-chlorophenyl)amino)piperidine-1-carboxylate